(S)-5-amino-N-(cyclopropylmethyl)-8-fluoro-N-(6-(trifluoromethyl)-2,3-dihydrobenzofuran-3-yl)benzo[c][2,6]naphthyridin-9-carboxamide NC1=NC2=C(C3=CN=CC=C13)C=C(C(=C2)F)C(=O)N([C@@H]2COC1=C2C=CC(=C1)C(F)(F)F)CC1CC1